ClC1=C(C2=C(NC(O[C@]23CN(CC3)C3=CC(=CN=N3)C(=O)NCC=3C=NC(=CC3)N3CCN(CC3)C)=O)C=C1)F (S)-6-(6-Chloro-5-fluoro-2-oxo-1,2-dihydrospiro[benzo[d][1,3]oxazine-4,3'-pyrrolidin]-1'-yl)-N-((6-(4-methylpiperazin-1-yl)pyridin-3-yl)methyl)pyridazine-4-carboxamide